C(C1=CC=CC=C1)OC1=CC=C(C=C1)NC(=O)C1=C(N(C=C1)C)C N-(4-benzyloxyphenyl)-1,2-dimethyl-pyrrole-3-carboxamide